methyl 5-(1-aminoisoquinolin-5-yl)-3-(2-cyano-6-(2-ethoxy-2-oxoethyl) phenoxy)-2,3-dihydrospiro[indene-1,4'-piperidine]-1'-carboxylate NC1=NC=CC2=C(C=CC=C12)C=1C=C2C(CC3(CCN(CC3)C(=O)OC)C2=CC1)OC1=C(C=CC=C1CC(=O)OCC)C#N